COP(=O)(Cl)N1CCC(CC1)NC(C(F)(F)F)=O METHYL(4-(2,2,2-TRIFLUOROACETAMIDO)PIPERIDIN-1-YL)PHOSPHONOCHLORIDATE